3-(((1-ethyl-1H-imidazol-5-yl)methyl)amino)benzoic acid C(C)N1C=NC=C1CNC=1C=C(C(=O)O)C=CC1